Ethyl (2S)-2-amino-3-(4-chlorophenyl)propanoate hydrochloride Cl.N[C@H](C(=O)OCC)CC1=CC=C(C=C1)Cl